C(C1=CC=CC=C1)N1CC2=C(N(C(N(C2=O)CC2=CC=C(C=C2)Cl)=O)CC)CC1 6-Benzyl-3-(4-chlorobenzyl)-1-ethyl-5,6,7,8-tetrahydropyrido[4,3-d]pyrimidine-2,4(1H,3H)-dione